N1=C(C=NC=C1)O[C@@H]1CN(CC1)C(=O)OC(C)(C)C tert-butyl (S)-3-(pyrazin-2-yloxy)pyrrolidine-1-carboxylate